4(1H)-CINNOLINONE N1N=CC(C2=CC=CC=C12)=O